2-chloro-4-(4-chloro-1-methyl-1H-pyrazol-5-yl)-5-fluoropyrimidine ClC1=NC=C(C(=N1)C1=C(C=NN1C)Cl)F